ClC1=C(C=C(C=2C(=C3N(C12)CCN(C3)C(=O)C3=NC=CN=C3)C=3C=NNC3)OCC#N)Cl 2-((6,7-Dichloro-2-(pyrazine-2-carbonyl)-10-(1H-pyrazol-4-yl)-1,2,3,4-tetrahydropyrazino[1,2-a]indol-9-yl)oxy)acetonitrile